O[13CH2]C(=O)[C@@H](O)[C@H](O)[C@H](O)CO [13C]-fructose